FC1=C(C(=C(C2=C1OCC(N2)=O)F)C2=C(C(=C(C(=C2F)C)F)F)F)F trifluoro-6-(2,3,4,6-tetrafluoro-5-methylphenyl)-2H-benzo[b][1,4]oxazin-3(4H)-one